C1OCC12CN(C2)CC2=C(C=C(C(=O)NC1=CC(=CC=C1)[C@H](C)NC=1C=NC=3C(N1)=NN(C3)CC)C=C2)F (S)-4-((2-oxa-6-azaspiro[3.3]heptan-6-yl)methyl)-N-(3-(1-((2-ethyl-2H-pyrazolo[3,4-b]pyrazin-6-yl)amino)ethyl)phenyl)-3-fluorobenzamide